bis(4,9-dihydro-2H-benzo[f]indol-1-yl)methane Tert-butyl-6-(3-(4-amino-2,2-dimethylpiperidin-1-yl)-4-iodo-5-methyl-1H-pyrazol-1-yl)-2-azaspiro[3.3]heptane-2-carboxylate C(C)(C)(C)OC(=O)N1CC2(C1)CC(C2)N2N=C(C(=C2C)I)N2C(CC(CC2)N)(C)C.N2(CCC=1CC3=C(CC21)C=CC=C3)CN3CCC=2CC1=C(CC32)C=CC=C1